CN1CCN(CCC1)C=1C=NC(=CC1)[N+](=O)[O-] 1-methyl-4-(6-nitropyridin-3-yl)-1,4-diazacycloheptane